COC=1C=C(C=CC1OC)C=CC(=O)C1=C(C=C(C=C1)OCCO)O 3-(3,4-Dimethoxyphenyl)-1-[2-hydroxy-4-(2-hydroxyethoxy)phenyl]prop-2-en-1-one